C(C)(=O)O[C@@H](CC)C(C[C@H](C)N(C)C)(C1=CC=CC=C1)C1=CC=CC=C1 (3S,6S)-6-dimethylamino-4,4-diphenylhept-3-yl acetate